1-[(2R,4S)-4-[4-Amino-3-[2-(6-fluoro-1-methyl-1,3-benzodiazol-5-yl)ethynyl]pyrazolo[3,4-d]pyrimidin-1-yl]-2-[(trifluoromethoxy)methyl]pyrrolidin-1-yl]prop-2-en-1-one NC1=C2C(=NC=N1)N(N=C2C#CC2=CC1=C(N(C=N1)C)C=C2F)[C@H]2C[C@@H](N(C2)C(C=C)=O)COC(F)(F)F